(E)-3-(3-(2-cyclopropyl-6-(trifluoromethyl)pyridin-4-yl)-1H-1,2,4-triazol-1-yl)-2-(pyrimidin-5-yl)acrylic acid C1(CC1)C1=NC(=CC(=C1)C1=NN(C=N1)/C=C(/C(=O)O)\C=1C=NC=NC1)C(F)(F)F